2-methylpropan-2-yl 4-(hydroxymethyl)-4-methylhexahydropyridine-1-carboxylate OCC1(CCN(CC1)C(=O)OC(C)(C)C)C